4-(1-Hydroxy-prop-2-yl)-1H-pyrrole-1,2-dicarboxylic acid 1-(tert-butyl) ester 2-methyl ester COC(=O)C=1N(C=C(C1)C(CO)C)C(=O)OC(C)(C)C